COC=1C=C2C(=NC1)NC=C2CCN(CC)CC 2-(5-methoxy-1H-pyrrolo[2,3-b]pyridin-3-yl)-N,N-diethylethan-1-amine